1-(1-methyl-1H-pyrazol-5-yl)methylamine CN1N=CC=C1CN